ClC=1C(=C(C(=CC1N1CC2=C(CCC1)C=C(C(=C2)F)F)C)C(C(=O)N)C(C)(C)C)C (3-chloro-4-(7,8-difluoro-1,3,4,5-tetrahydro-2H-benzo[c]azepin-2-yl)-2,6-dimethylphenyl)-3,3-dimethylbutanamide